1-(2-(4-(4-(methylsulfonyl)phenyl)-1H-imidazol-2-yl)piperidin-1-yl)-2-(methyl-thio)propan-1-one CS(=O)(=O)C1=CC=C(C=C1)C=1N=C(NC1)C1N(CCCC1)C(C(C)SC)=O